O[C@H](C#CC1=C(C=C(C2=C1N(C=N2)C)C2=CC=C(C=C2)OC(F)(F)F)CNC(C=C)=O)CO (R)-N-((7-(3,4-dihydroxybut-1-yn-1-yl)-1-methyl-4-(4-(trifluoromethoxy)phenyl)-1H-benzo[d]imidazol-6-yl)methyl)acrylamide